N-Boc-pentylenediamine C(=O)(OC(C)(C)C)NCCCCCN